FC(CCCC=C)(F)F trifluorohex-5-en